Cl.NC1CCC(CC1)(O)C(F)(F)F (1r,4r)-4-amino-1-(trifluoromethyl)cyclohexane-1-ol hydrochloride